P(=O)(O)(O)OC(CCl)CCl 1,3-dichloro-2-propanol phosphate